1,2,9-nonanetriol C(C(CCCCCCCO)O)O